(2S,4R)-4-hydroxy-N-((R)-2-hydroxy-1-(2',3',6'-trifluoro-[1,1-biphenyl]-4-yl)ethyl)pyrrolidine-2-carboxamide O[C@@H]1C[C@H](NC1)C(=O)N[C@@H](CO)C1=CC=C(C=C1)C1=C(C(=CC=C1F)F)F